FC=1C(=NC(=NC1)NC1=NC=C(C=C1)N1CC2N(C(C1)C2)C)C2=C(C=1C(N(CC3(C1S2)CC3)C)=O)C 2'-(5-Fluoro-2-((5-(6-methyl-3,6-diazabicyclo[3.1.1]heptan-3-yl)pyridin-2-yl)amino)pyrimidin-4-yl)-3',5'-dimethyl-5',6'-dihydro-4'H-spiro[cyclopropane-1,7'-thieno[3,2-c]pyridin]-4'-one